OCC[N+](C)(C)C 2-hydroxyethyl-trimethylammonium